methyl (2S)-2-amino-3,3-dimethylbutanoate hydrochloride Cl.N[C@H](C(=O)OC)C(C)(C)C